(R)-N-(6-methoxy-8-methylisoquinolin-1-yl)-5-(5-methyl-1,3,4-thiadiazol-2-yl)-N-(piperidin-3-yl)picolinamide COC=1C=C2C=CN=C(C2=C(C1)C)N(C(C1=NC=C(C=C1)C=1SC(=NN1)C)=O)[C@H]1CNCCC1